6-(4-nitrophenyl)-2-(4-piperidyl)-5,7-dihydro-4H-pyrazolo[3,4-c]pyridine [N+](=O)([O-])C1=CC=C(C=C1)N1CC=2C(CC1)=CN(N2)C2CCNCC2